((1S)-1-cyclohexyl-2-((2-((R)-4-isopropyl-2-oxoimidazolidin-1-yl)-2-(methylcarbamoyl)-2,3-dihydro-1H-inden-5-yl)amino)-2-oxoethyl)carbamic acid tert-butyl ester C(C)(C)(C)OC(N[C@H](C(=O)NC=1C=C2CC(CC2=CC1)(C(NC)=O)N1C(N[C@@H](C1)C(C)C)=O)C1CCCCC1)=O